5-(7-{3-[(dimethylamino)methyl]-5H,6H,7H,8H,9H-imidazo[1,2-d][1,4]diazepin-7-yl}-2-azaspiro[3.5]nonane-2-carbonyl)-2-methylphenol CN(C)CC1=CN=C2N1CCN(CC2)C2CCC1(CN(C1)C(=O)C=1C=CC(=C(C1)O)C)CC2